3-[5H,6H,7H,8H-pyrido[3,4-d]pyrimidin-4-yloxy]-2-(trifluoromethyl)benzonitrile N1=CN=C(C2=C1CNCC2)OC=2C(=C(C#N)C=CC2)C(F)(F)F